COC=1N=CC(=NC1)C(=O)O 5-methoxypyrazine-2-carboxylic acid